1,2-bis(3-mercaptopropylthio)ethane SCCCSCCSCCCS